C(CC)C1(C=CC=C1)[Hf](C1(C=CC=C1)CCC)(C1(C=CC=C1)CCC)(C1(C=CC=C1)CCC)(N(C)CC)(N(C)CC)N(CC)C (n-propylcyclopentadienyl)tris(methylethylamino)tris(n-propylcyclopentadienyl)hafnium